OC[C@@H]1CCC(NC1)=O (R)-5-(hydroxymethyl)piperidin-2-one